FC(C1=NC=C(C=N1)C1=CN(C=2N=CN=C(C21)N)CC=2C=NN(C2)C2=C(C=CC=C2)F)F 5-[2-(Difluoromethyl)pyrimidin-5-yl]-7-{[1-(2-fluorophenyl)-1H-pyrazol-4-yl]methyl}-7H-pyrrolo[2,3-d]pyrimidin-4-amine